5-(tetrahydro-2H-pyran-4-ylmethoxy)benzamide O1CCC(CC1)COC=1C=CC=C(C(=O)N)C1